tert-butyl 2-(6-methyl-2-(trifluoromethoxy)pyridin-3-yl)-3-oxo-2,8-diazaspiro[4.5]decane-8-carboxylate CC1=CC=C(C(=N1)OC(F)(F)F)N1CC2(CC1=O)CCN(CC2)C(=O)OC(C)(C)C